1-((1S,2S,3R)-2-(4-methoxyphenyl)-3-methylchlorobutyl)-2-methylbenzene COC1=CC=C(C=C1)[C@@H](CC1=C(C=CC=C1)C)[C@H](CCl)C